C(C)(=O)N1C[C@H](CC1)OC=1C=C2C(NC(=NC2=CC1Br)C)=O (S)-6-((1-acetylpyrrolidin-3-yl)oxy)-7-bromo-2-methylquinazolin-4(3H)-one